N'-(4-fluorobenzylidene)-pyrido[3,4-b]Indole-1-carboxylic acid hydrazide FC1=CC=C(C=NNC(=O)C2=NC=CC3=C2NC2=CC=CC=C32)C=C1